1,1-ethanediol C(C)(O)O